FC(C(=O)N[C@H]1[C@@H](N(C(C1)=O)C=1C=C2C=NN(C2=CC1)C1=CC=C(C=C1)F)C1=C(C=CC(=C1)OC)F)(C)F 2,2-difluoro-N-[(2S,3R)-2-(2-fluoro-5-methoxy-phenyl)-1-[1-(4-fluorophenyl)indazol-5-yl]-5-oxo-pyrrolidin-3-yl]propanamide